ethyl 5-(1,1,1-trifluoro-2-methylpropan-2-yl)-1,2,4-oxadiazole-3-carboxylate FC(C(C)(C)C1=NC(=NO1)C(=O)OCC)(F)F